tert-butyl 6-(hydroxymethyl)-1,4-oxaazepane-4-carboxylate OCC1CN(CCOC1)C(=O)OC(C)(C)C